C1(=CC=CC=C1)C1=C(C(=NN=N1)C=1C(=C(C=CC1)C1=CC=CC=C1)C1=C(C(=CC=2C3=CC=CC=C3CC12)C)C)C1=C(C=CC=C1)C1=CC=CC=C1 [phenyl(biphenylyl)triazinyl](dimethylfluoreneyl)biphenyl